ClC1=NS(C2=C1C=C(C=C2)C)(=O)=O 3-chloro-5-methyl-1,2-benzothiazol 1,1-dioxide